Cl.ClC1=C(C=CC(=C1)C1=NC(=C2C(=N1)NN=C2C)O[C@H]2[C@H](CNCC2)F)NS(=O)(=O)C2=C(C=CC(=C2)F)F N-[2-chloro-4-(4-{[(3S,4R)-3-fluoropiperidin-4-yl]oxy}-3-methyl-1H-pyrazolo[3,4-d]pyrimidin-6-yl)phenyl]-2,5-difluorobenzenesulfonamide hydrochloride